ClC=1C(=NC(=NC1)N1CCN(CC1)CCC#N)NC1=CC=2C3=C(C(N(C2C=C1)C)=O)OCC([C@@H](N3)C3CC3)(F)F (S)-3-(4-(5-chloro-4-((2-cyclopropyl-3,3-difluoro-7-methyl-6-oxo-1,2,3,4,6,7-hexahydro-[1,4]oxazepino[2,3-c]quinolin-10-yl)amino)pyrimidin-2-yl)piperazin-1-yl)propanenitrile